FC=1C=C2C(C=COC2=CC1F)=O 6,7-difluoro-4H-chromen-4-one